C(C)N(CCOC1=CC=C(C=C1)NC1=NC=C(C(=N1)NC=1C=CC2=C(NC(O2)=O)C1)C)CC 5-{2-[4-(2-Diethylamino-ethoxy)-phenylamino]-5-methyl-pyrimidin-4-ylamino}-3H-benzooxazol-2-one